C(OC[C@]1(O[C@H]([C@@H]2OC(O[C@@H]21)(C)C)C2=CC=C1C(=NC=NN12)N)C#N)(O[C@@H]1COCC1)=O ((3aS,4R,6S,6aS)-6-(4-aminopyrrolo[2,1-f][1,2,4]triazin-7-yl)-4-cyano-2,2-dimethyltetrahydrofuro[3,4-d][1,3]dioxol-4-yl)methyl ((S)-tetrahydrofuran-3-yl) carbonate